C(C)(C)(C)C1=C(C(=C(C=C1OC)C1=C(C=CC(=C1)OC)OP1OC(C(O1)(C1=CC=CC=C1)C1=CC=CC=C1)(C1=CC=CC=C1)C1=CC=CC=C1)C1=C(C2=CC=CC=C2C=C1)P([O-])([O-])([O-])C1=CC=CC2=CC=CC=C12)C(C)(C)C Di-tert-butyl-5,5'-dimethoxy-2'-((4,4,5,5-tetraphenyl-1,3,2-dioxaphospholan-2-yl)oxy)-[1,1'-biphenyl]-2-yldi(naphthalen-1-yl)phosphit